C1(=C(C=CC=C1)N1N=C2C=C(C=CC2=C1)C(=O)N)C 2-(o-tolyl)-2H-indazole-6-carboxamide